OCC(C(C)(C)C)NC([O-])=O.[Nb+] niobium (i) [1-(hydroxymethyl)-2,2-dimethyl-propyl]carbamate